C(C)(C)(C)C1=C(C=CC(=C1)Cl)Cl 2-tert.Butyl-1,4-dichlorobenzene